ClC=1C(=NN(C(C1)=O)C1=C(C=CC=C1C)F)C#N 4-chloro-1-(2-fluoro-6-methylphenyl)-6-oxo-1,6-dihydropyridazine-3-carbonitrile